BrC=1C(=NN(C1NC1=CC=C(C=C1)[N+](=O)[O-])C=1NC(C(=C(N1)C)C)=O)C (4-bromo-1-(4,5-dimethyl-6-oxo-1,6-dihydropyrimidin-2-yl)-3-methyl-1H-pyrazol-5-yl)-4-nitroaniline